C(C)OC(=O)C12NCCC2C1 2-azabicyclo[3.1.0]hexane-1-carboxylic acid ethyl ester